5-methylhexan CC(CCCC)C